5-(4-((4,6-dimethoxy-1,3,5-triazin-2-yl)amino)phenoxy)isoindoline-1,3-dione COC1=NC(=NC(=N1)OC)NC1=CC=C(OC=2C=C3C(NC(C3=CC2)=O)=O)C=C1